CC1=NN=CC2=CC=C(C=C12)C(F)(F)F 4-methyl-6-(trifluoromethyl)phthalazin